FC1([C@@H]2C[C@H](C[C@H](C1)N2C(=O)OC(C)(C)C)N(C)C2=CC=C1C(=N2)OCC=2C=C(C=CC21)C2=CN=NC(=C2)OC)F tert-butyl (1R,3S,5S)-6,6-difluoro-3-{[8-(6-methoxypyridazin-4-yl)-6H-isochromeno[3,4-b]pyridin-3-yl](methyl)amino}-8-azabicyclo[3.2.1]octane-8-carbOXylate